C1(CC1)C=1N=C2C(=NC1)N=C(S2)N 6-cyclopropyl-[1,3]thiazolo[4,5-b]pyrazin-2-amine